ClC1=CC=C2C(=N1)N(C=C2C2=C(C=CC=C2F)OC2CC2)COCC[Si](C)(C)C 6-chloro-3-(2-cyclopropoxy-6-fluorophenyl)-1-[[2-(trimethylsilyl)ethoxy]methyl]pyrrolo[2,3-b]pyridine